FC(C)(F)C1=NC(=CC(=N1)NC1=C(C=NC(=C1)NC(C)=O)C1=NC=C(C=C1)OCCOC)C N-(4'-((2-(1,1-difluoroethyl)-6-methylpyrimidin-4-yl)amino)-5-(2-methoxyethoxy)-[2,3'-bipyridin]-6'-yl)acetamide